NC1=NC=CC=2N1C(=NC2C2=CN(CCC2)C(CO)=O)C2=CC=C(CNC(C1=C(C=CC(=C1)F)OC)=O)C=C2 N-(4-(5-amino-1-(1-(2-hydroxyacetyl)-1,4,5,6-tetrahydropyridin-3-yl)imidazo[1,5-c]pyrimidin-3-yl)benzyl)-5-fluoro-2-methoxybenzamide